(1S,2R,3S)-N-(6-(5-chloro-6-fluoro-7-isopropyl-1H-indazol-4-yl)imidazo[1,2-a]pyrazin-2-yl)-2-methyl-3-(1-methyl-1H-pyrazol-4-yl)cyclopropane-1-carboxamide ClC=1C(=C2C=NNC2=C(C1F)C(C)C)C=1N=CC=2N(C1)C=C(N2)NC(=O)[C@H]2[C@@H]([C@@H]2C=2C=NN(C2)C)C